3-hydroxy-3-(2-oxo-3H-1,3-benzoxazol-6-yl)piperidine-1-carboxylic acid tert-butyl ester C(C)(C)(C)OC(=O)N1CC(CCC1)(C1=CC2=C(NC(O2)=O)C=C1)O